5-fluoropyrimidin-2-amine FC=1C=NC(=NC1)N